Cl.C1(CCCCC1)COC1=C(C(=O)N2CC3=CC=CC(=C3C2)NC(\C=C\CN2CCOCC2)=O)C(=CC(=C1C)O)O (E)-N-(2-(2-(cyclohexylmethoxy)-4,6-dihydroxy-3-methylbenzoyl)isoindolin-4-yl)-4-morpholinobut-2-enamide hydrochloride